octahydrocyclopenta[c]pyrrole-5-ol hydrochloride Cl.C1NCC2C1CC(C2)O